ClCC1=CN=C2C3=C(C=NC2=C1C)OCCC3 3-chloromethyl-4-methyl-9,10-dihydropyrano[2,3-c][1,5]naphthyridin